N-(2-(4-chloroisoquinolin-1-yl)propan-2-yl)-2-methylpropane-2-sulfinamide ClC1=CN=C(C2=CC=CC=C12)C(C)(C)NS(=O)C(C)(C)C